COC(C1=CC(=C(C=C1)F)CP(=O)(OC)OC)=O 3-((dimethoxyphosphoryl)methyl)-4-fluorobenzoic acid methyl ester